[Cl-].CO[Si](CCC[N+](CCCCCCCCCCCCCCCCCC)(C)C)(OC)OC 3-(trimethoxysilyl)propyl-dimethyloctadecyl-ammonium chloride